CSCC(CC(=O)OC)=O methyl 4-methylsulfanyl-3-oxobutanoate